N4,6-dimethyl-N2-[7-(3-pyrrolidin-1-ylpropoxy)-1,3-benzodioxol-5-yl]pyrimidine-2,4-diamine CNC1=NC(=NC(=C1)C)NC1=CC2=C(OCO2)C(=C1)OCCCN1CCCC1